2,4,6-Tris[4-(1-naphthyl)phenyl]-1,3,5-triazine C1(=CC=CC2=CC=CC=C12)C1=CC=C(C=C1)C1=NC(=NC(=N1)C1=CC=C(C=C1)C1=CC=CC2=CC=CC=C12)C1=CC=C(C=C1)C1=CC=CC2=CC=CC=C12